C(C=C)(=O)O.C(C=C)(=O)O.C(C=C)(=O)O.C(C)OCCC(CO)(CO)CO 3-ethoxytrimethylolpropane triacrylate